(3E)-3-[2-(dimethylamino)ethylidene]-1-{4-[(3-methyl-4-{[1,2,3,4]tetrazolo[1,5-a]pyridin-7-yloxy}phenyl)amino]pyrido[3,4-d]pyrimidin-6-yl}pyrrolidin-2-one CN(C\C=C/1\C(N(CC1)C1=CC2=C(N=CN=C2NC2=CC(=C(C=C2)OC2=CC=3N(C=C2)N=NN3)C)C=N1)=O)C